CC=1OC(=CC1C(=O)O)C1=CC(=CC=C1)OC 2-methyl-5-(3-methoxyphenyl)furan-3-carboxylic acid